C(C)(C)(C)OC(NCC1CCN(CC1)CC=1C=NN(C1)C)=O.CN1N=CC(=C1)CN1CCC(CC1)CN [1-[(1-methylpyrazol-4-yl)methyl]-4-piperidyl]methanamine tert-Butyl-N-[[1-[(1-methylpyrazol-4-yl)methyl]-4-piperidyl]methyl]carbamate